2,2'-dihydroxy-4-(octyloxy)benzophenone OC1=C(C(=O)C2=C(C=CC=C2)O)C=CC(=C1)OCCCCCCCC